NC1=C(C(=C(C=C1C(F)(F)F)N)C(F)(F)F)C(F)(F)F diamino-2,3,5-tris(trifluoromethyl)benzene